CC1CCCC2CC=CCC12 8-methyl-1,4,4a,5,6,7,8,8a-octahydronaphthalene